NC1=C2C(C3(C(OC4=C3C=CC(=C4)C(F)(F)F)(C2=CC=C1)O)CC(=O)N)=O (1-amino-4b-hydroxy-10-oxo-7-(trifluoromethyl)-4b,10-dihydro-9bH-indeno[1,2-b]benzofuran-9b-yl)acetamide